COC1=C(C(=NC=C1C)CO)C (4-methoxy-3,5-dimethyl-2-pyridinyl)methanol